(R)-2-oxo-N-((4-((4-(4-(trifluoromethyl)piperidin-1-yl)phenyl)amino)cyclohexyl)methyl)imidazolidine-4-carboxamide O=C1NC[C@@H](N1)C(=O)NCC1CCC(CC1)NC1=CC=C(C=C1)N1CCC(CC1)C(F)(F)F